FS(C1=CC=C(C=C1)/C=C/C(=O)NCC(=O)N1CC2=CC=C(C=C2CC1)CC(=O)O)(F)(F)(F)F 2-[2-[2-[[(E)-3-[4-(pentafluoro-λ6-sulfanyl)phenyl]prop-2-enoyl]amino]acetyl]-3,4-dihydro-1H-isoquinolin-6-yl]acetic acid